C(C)OC1=CC=C(CNC2=NC=NC3=C(C=C(C=C23)C2=CC=C(C=C2)F)OC)C=C1 N-(4-ethoxybenzyl)-6-(4-fluorophenyl)-8-methoxyquinazolin-4-amine